O=C1NC(CCC1C=1C=C(C=NC1)CN1CCN(CC1)C1=CC=C(C=C1)NC1=NC=C(C(=N1)NCC=1C(=NC=CN1)N(S(=O)(=O)C)C)C(F)(F)F)=O N-(3-(((2-((4-(4-((5-(2,6-dioxopiperidin-3-yl)pyridin-3-yl)methyl)piperazin-1-yl)phenyl)amino)-5-(trifluoromethyl)pyrimidin-4-yl)amino)methyl)pyrazin-2-yl)-N-methylmethanesulfonamide